P(O)(O)(O)=S.CC(C)(CCCCCC(CCCCCC(C)(C)C)O[Si](C)(C)C)C 2,2,14,14-tetramethyl-8-(trimethylsiloxy)pentadecane ENDO-PHOSPHOROTHIOATE